5-((3,5-difluorophenyl)sulfonyl)-3-(pyridin-2-ylethynyl)-1H-indazole FC=1C=C(C=C(C1)F)S(=O)(=O)C=1C=C2C(=NNC2=CC1)C#CC1=NC=CC=C1